(4,5-dihydroxy-9,10-dioxo-9,10-dihydroanthracene-2-carbonyl) valinate N[C@@H](C(C)C)C(=O)OC(=O)C1=CC=2C(C3=CC=CC(=C3C(C2C(=C1)O)=O)O)=O